C(C)(C)(C)OC(=O)N1[C@H](CC(C[C@H]1C)=O)C cis-2,6-dimethyl-4-oxo-piperidine-1-carboxylic acid tert-butyl ester